N-[(6-Amino-2-pyridyl)sulfonyl]-6-(3-fluoro-5-isobutoxyphenyl)-2-(1-methyl-2-phenylethoxy)pyridin-3-carboxamid NC1=CC=CC(=N1)S(=O)(=O)NC(=O)C=1C(=NC(=CC1)C1=CC(=CC(=C1)OCC(C)C)F)OC(CC1=CC=CC=C1)C